N1(CCCC1)C1CCC2=C(CC1)C=C(C=C2)NC2=NC1=CC=CC=C1C=N2 N-(7-(pyrrolidin-1-yl)-6,7,8,9-tetrahydro-5H-benzo[7]annulen-2-yl)quinazolin-2-amine